(S)-(6-ethyl-4-methyl-6-azaspiro[2.5]oct-4-yl)methanol C(C)N1C[C@@](C2(CC2)CC1)(C)CO